CC(CCCCCCC)C(=O)OC(C)(C)C T-butyl nonane-2-carboxylate